methyl 2-{5-methyl-2-[trans-4-(trifluoromethyl)cyclohexyl]pyrazolo[1,5-a]pyrimidin-7-yl}thiomorpholine-4-carboxylate CC1=NC=2N(C(=C1)C1CN(CCS1)C(=O)OC)N=C(C2)[C@@H]2CC[C@H](CC2)C(F)(F)F